[Br-].[PH4+] phosphanium bromide